3-(1,2,3,5,6,7-hexahydro-s-indacen-4-yl)-1-[(1-methylpiperidin-4-yl)(1,3,5-trimethyl-1H-pyrazol-4-yl)sulfamoyl]urea Sodium Salt [Na].C1CCC2=C(C=3CCCC3C=C12)NC(NS(N(C=1C(=NN(C1C)C)C)C1CCN(CC1)C)(=O)=O)=O